ethyl 2-(1-(4-hydroxyphenyl)ethylidene)hydrazine-1-carboxylate OC1=CC=C(C=C1)C(C)=NNC(=O)OCC